C1(CC1)C1=NNC(=C1)NC1=CC2=C(C(=NO2)NS(=O)(=O)C2=C(C=C(C=C2OC)C=2OC=CN2)OC)C=C1OC N-{6-[(3-cyclopropyl-1H-pyrazol-5-yl)amino]-5-methoxy-1,2-benzoxazol-3-yl}-2,6-dimethoxy-4-(1,3-oxazol-2-yl)benzene-1-sulfonamide